L-cystine disodium salt monohydrate O.[Na+].[Na+].C([C@@H](C(=O)[O-])N)SSC[C@@H](C(=O)[O-])N